tert-butyl N-[(3-chloropyrazine-2-carbonyl)amino]carbamate ClC=1C(=NC=CN1)C(=O)NNC(OC(C)(C)C)=O